(E)-2-{2-[6-(2,6-difluorophenoxy)pyrimidin-4-yloxy]phenyl}-3-methoxyacrylic acid methyl ester COC(\C(=C\OC)\C1=C(C=CC=C1)OC1=NC=NC(=C1)OC1=C(C=CC=C1F)F)=O